2-(5-mercaptotetrazole-1-yl)ethanol SC1=NN=NN1CCO